{1-[1-(5-cyano-1,3-thiazol-2-yl)-3-methoxy-1H-1,2,4-triazol-5-yl]Ethyl}-2-(hydrazinocarbonyl)benzamide C(#N)C1=CN=C(S1)N1N=C(N=C1C(C)C=1C(=C(C(=O)N)C=CC1)C(=O)NN)OC